NCC1=NN=C(S1)C=1N(C=2C=CC=C(C2C1)N[C@H]1[C@H](CN(CC1)C)F)CC(F)(F)F |r| (+/-)-2-(5-(aminomethyl)-1,3,4-thiadiazol-2-yl)-N-((3S,4R)-3-fluoro-1-methylpiperidin-4-yl)-1-(2,2,2-trifluoroethyl)-1H-indol-4-amine